5-{2-[2-(1,3-benzothiazole-4-sulfonamido)phenyl]ethynyl}pyridine-2-carboxylic acid S1C=NC=2C1=CC=CC2S(=O)(=O)NC2=C(C=CC=C2)C#CC=2C=CC(=NC2)C(=O)O